N-(2-((4-(2-((3-(1H-Imidazol-1-yl)benzyl)((1-methyl-1H-indazol-5-yl)methyl)amino)ethyl)phenyl)carbamoyl)-4,5-dimethoxyphenyl)-6-ethyl-4-oxo-4H-chromene-2-carboxamide N1(C=NC=C1)C=1C=C(CN(CCC2=CC=C(C=C2)NC(=O)C2=C(C=C(C(=C2)OC)OC)NC(=O)C=2OC3=CC=C(C=C3C(C2)=O)CC)CC=2C=C3C=NN(C3=CC2)C)C=CC1